ClC1=CC=C(C=C1)C(C)(C#C)C=1N=C(SC1)NC(=O)NC(CO)C 1-(4-(2-(4-chlorophenyl)but-3-yn-2-yl)thiazol-2-yl)-3-(1-hydroxypropan-2-yl)urea